O=C1O[C@@H](CN1C1=NC2=C(OCC(N2)=O)N=C1)CCNC(OC(C)(C)C)=O tert-butyl N-[2-[(5R)-2-oxo-3-(3-oxo-4H-pyrazino[2,3-b][1,4]oxazin-6-yl)oxazolidin-5-yl]ethyl]carbamate